N-(1-methyl-1H-tetrazol-5-yl)-2-(((2-oxo-3-propyloxazolidin-5-yl)methoxy)methyl)-6-(trifluoromethyl)nicotinamide CN1N=NN=C1NC(C1=C(N=C(C=C1)C(F)(F)F)COCC1CN(C(O1)=O)CCC)=O